1-(2-cyclopropylethynyl)cyclobutanecarbaldehyde C1(CC1)C#CC1(CCC1)C=O